(1,2,4-oxadiazol-3-yl)methanamine O1N=C(N=C1)CN